FC1=CC(=CC=2N(C(=NC21)C)C(C)C)C2=CNC=1N=C(N=CC12)N[C@@H]1C[C@@H](C1)OC 5-(4-fluoro-1-isopropyl-2-methyl-1H-benzo[d]imidazol-6-yl)-N-(cis-3-methoxycyclobutyl)-7H-pyrrolo[2,3-d]pyrimidin-2-amine